(tert-butoxycarbonylamino-trans-cyclohexyl) acetate C(C)(=O)OC1(CCCCC1)NC(=O)OC(C)(C)C